2-({[2-(2-methylbiphenyl-3-yl)-1,3-benzooxazol-5-yl]methyl}amino)ethanol CC1=C(C=CC=C1C=1OC2=C(N1)C=C(C=C2)CNCCO)C2=CC=CC=C2